2-[1-(2-trifluoromethyl-pyridin-4-yl)-azetidin-3-yl]-ethanone FC(C1=NC=CC(=C1)N1CC(C1)CC=O)(F)F